(S)-tert-butyl (1-((6-chloro-2-(trifluoromethyl)quinolin-4-yl)amino)piperidin-3-yl)carbamate ClC=1C=C2C(=CC(=NC2=CC1)C(F)(F)F)NN1C[C@H](CCC1)NC(OC(C)(C)C)=O